5-diethoxyphenylsilylpentane-1,2-disulfonic acid C(C)O[Si](CCCC(CS(=O)(=O)O)S(=O)(=O)O)(C1=CC=CC=C1)OCC